C(C)(=O)OC1=C(C(C(OC1(C)C)(C)C)=O)C=1C=C(C=CC1CC)C1=C(C=C(C=C1)Cl)Cl 5-(acetoxy)-4-(2',4'-dichloro-4-ethyl-[1,1'-biphenyl]-3-yl)-3,6-dihydro-2,2,6,6-tetramethyl-2H-pyran-3-one